C1(CC1)C=1C=C(OC=2C(=C(N=NC2)C(=C)C)C(=O)O)C=CC1 5-(3-cyclopropylphenoxy)-3-isopropenyl-pyridazine-4-carboxylic acid